Potassium Trifluoroborate B(F)(F)F.[K]